COC(C1=CC(=C(C(=C1)F)[N+](=O)[O-])N[C@@H]1COCC1(C)C)=O.C(C)[Si](OC)(OC)C1=CC=CC2=CC=CC=C12 ethyl-(naphthyl)dimethoxysilane Methyl-(S)-3-((4,4-dimethyltetrahydrofuran-3-yl)amino)-5-fluoro-4-nitrobenzoate